NC1=NC=CC(=N1)NC1=CC=C(C=C1)C(C(=O)N)(C1=CC=CC=C1)N1C(C2=CC=C(C=C2C1)C1=CC=C(C=C1)N1CCOCC1)=O (4-((2-aminopyrimidin-4-yl)amino)phenyl)-2-(5-(4-morpholinophenyl)-1-oxoisoindol-2-yl)-2-phenylacetamide